4-(2-methoxyethyl)tetrahydro-2H-pyran-4-carboxylic acid methyl ester COC(=O)C1(CCOCC1)CCOC